C(C)S(=O)(=O)OCCCCCCC1=C(SC2=C1N=CN=C2NC(C)C2=CC(=CC=C2)COCCCNC)C(=O)N2CCOCC2 6-(4-((1-(3-((3-(methylamino)propoxy)methyl)phenyl)ethyl)amino)-6-(morpholine-4-carbonyl)thieno[3,2-d]pyrimidin-7-yl)hexyl ethanesulfonate